1-((4H-1,2,4-triazol-3-yl)methyl)-4-(4-(trifluoromethyl)phenyl)-1,2,3,4-tetrahydroquinoxaline N=1N=C(NC1)CN1CCN(C2=CC=CC=C12)C1=CC=C(C=C1)C(F)(F)F